1-(2,3-Difluoro-4-((2-fluoro-4-(trifluoromethyl)benzyl)oxy)benzyl)-1H-imidazole-5-carboxylic acid methyl ester COC(=O)C1=CN=CN1CC1=C(C(=C(C=C1)OCC1=C(C=C(C=C1)C(F)(F)F)F)F)F